2-{[4-(3-methoxy-1H-indazol-5-yl)-1-oxo-2,3-dihydro-1H-isoindol-2-yl]methyl}prop-2-enamide COC1=NNC2=CC=C(C=C12)C1=C2CN(C(C2=CC=C1)=O)CC(C(=O)N)=C